C(C)C1=C(NC2=CC=C(C=C12)C1CCNCC1)C=1C=CC=2N(N1)C(=CN2)C#N 6-(3-ethyl-5-(piperidin-4-yl)-1H-indol-2-yl)imidazo[1,2-b]pyridazine-3-carbonitrile